(3-bromophenyl)-3-(difluoromethyl)oxetane BrC=1C=C(C=CC1)C1OCC1C(F)F